FC(C(C#CC)(C)O)(F)C=1C(=C(C=CC1)[C@@H](C)NC(OC(C)(C)C)=O)F tert-butyl [(1R)-1-{3-[1,1-difluoro-2-hydroxy-2-methylpent-3-yn-1-yl]-2-fluorophenyl}ethyl]carbamate